C[C@H]1[C@H]([C@H]([C@@H]([C@@H](O1)O[C@@H]2[C@H]([C@H]([C@H](O[C@H]2O[C@@H]3[C@H](O[C@H]([C@@H]([C@H]3O)NC(=O)C)OC[C@@H]4[C@@H]([C@@H]([C@H](C(O4)O)NC(=O)C)O[C@H]5[C@@H]([C@H]([C@@H]([C@H](O5)CO)O[C@H]6[C@@H]([C@H]([C@H]([C@H](O6)CO)O)O[C@@H]7[C@@H]([C@H]([C@H]([C@H](O7)CO)O)O)O)O[C@H]8[C@H]([C@@H]([C@@H]([C@@H](O8)C)O)O)O)O)NC(=O)C)O)CO)CO)O)O[C@@H]9[C@@H]([C@H]([C@H]([C@H](O9)CO)O)O)O)O)O)O The molecule is an amino nonasaccharide in which two alpha-L-fucosyl-(1->2)-[beta-D-galactosyl-(1->3)]-beta-D-galactosyl-(1->4)-N-acetyl-beta-D-glucosaminyl chains are linked (1->3) and (1->6) to D-galactose. It is an amino nonasaccharide and a glucosamine oligosaccharide.